C(C)(C)(C)OC(=O)N1CCC(CC1)C=1C=C(NC=2C(=NC(=C(N2)NC)C=2C3=C(C=NC2)N(C=N3)C)C(=O)OC)C=CC1 methyl 3-[3-(1-tert-butoxycarbonyl-4-piperidyl)anilino]-5-(methylamino)-6-(3-methylimidazo[4,5-c]pyridin-7-yl)pyrazine-2-carboxylate